FC1(CC1)C(=O)N[C@H](C(=O)N1C(CC(C1)O)C(=O)NCC1=C(C=C(C=C1)C1=C(N=CS1)C)OCCCCC=O)C(C)(C)C 1-((S)-2-(1-fluorocyclopropane-1-carboxamido)-3,3-dimethylbutanoyl)-4-hydroxy-N-(4-(4-methylthiazol-5-yl)-2-((5-oxopentyl)oxy)benzyl)pyrrolidine-2-carboxamide